ClC=1C=C(C=C(C1F)Cl)C1(CC(=NO1)C1=CC(=C(C(=O)NS(=O)C=2C=C(C=CC2)C)C=C1)C)C(F)(F)F 4-(5-(3,5-dichloro-4-fluorophenyl)-5-(trifluoromethyl)-4,5-dihydroisoxazol-3-yl)-2-methyl-N-(m-tolylsulfinyl)benzamide